3-((1-([1,1'-bi(cyclopropane)]-1-carbonyl)-4-hydroxypiperidin-4-yl)methyl)-6-chloro-3,7-dihydro-4H-pyrrolo[2,3-d]pyrimidin-4-one C1(CC1)(C1CC1)C(=O)N1CCC(CC1)(O)CN1C=NC2=C(C1=O)C=C(N2)Cl